2-(4-(4-amino-2-(trifluoromethyl)phenyl)piperazin-1-yl)ethan-1-ol NC1=CC(=C(C=C1)N1CCN(CC1)CCO)C(F)(F)F